BrC1=CC=C(C(=N1)C[C@@H](C1=C(C=CC=C1)C1=NOC2=C1C=CC(=C2)C)N[S@@](=O)C(C)(C)C)C (S)-N-{(S)-2-[6-Bromo-3-methylpyridine-2-yl]-1-[2-(6-methylbenzo[d]isoxazol-3-yl)phenyl]ethyl}-2-methylpropane-2-sulfinamide